C(#N)C1=CC(=C(C2=C1N(N=N2)C)C)CCC(=O)O 3-(7-cyano-1,4-dimethyl-1H-benzotriazol-5-yl)propanoic acid